tert-butyl (2R,6R)-2,6-dimethyl-4-(6-(1-methyl-1H-pyrazol-4-yl)pyrazolo[1,5-a]pyridin-3-yl)piperazine-1-carboxylate C[C@H]1N([C@@H](CN(C1)C=1C=NN2C1C=CC(=C2)C=2C=NN(C2)C)C)C(=O)OC(C)(C)C